C(=O)(CCCCCCCCC)OC[C@H](COCC1=CC=CC=C1)OC(=O)CCCCCCCCC (S)-3-(benzyloxy)propane-1,2-diol dicaprate